5-(3-aminopiperidin-1-yl)-7-(2-(methoxy-d3)pyrimidin-4-yl)pyrrolo[2,1-f][1,2,4]triazin-4-amine NC1CN(CCC1)C=1C=C(N2N=CN=C(C21)N)C2=NC(=NC=C2)OC([2H])([2H])[2H]